ClC1=C(C=C(C(=O)OC)C=C1[N+](=O)[O-])OC1CC(C1)(F)F Methyl 4-chloro-3-(3,3-difluorocyclobutyloxy)-5-nitrobenzoate